CC1([C@H]([C@@H](CCC1)C)C(=O)NCC=1SC=CC1)C (1S,6R)-2,2,6-trimethyl-N-(2-thiophenylmethyl)cyclohexane-1-carboxamide